3-trimethylsilylprop-2-ynoyl chloride C[Si](C#CC(=O)Cl)(C)C